butyl (3-bromo-5-chlorobenzyl)(cyclopropyl)carbamate BrC=1C=C(CN(C(OCCCC)=O)C2CC2)C=C(C1)Cl